NC1=NC=NC=2N(C3=CC=C(C=C3C21)C=O)CC(=O)OCC ethyl 2-(4-amino-6-formyl-9H-pyrimido[4,5-b]indol-9-yl)acetate